4-([1,1'-biphenyl]-2-yl)-2-phenyl-6-(4-(4,4,5,5-tetramethyl-1,3,2-dioxaborolan-2-yl)-[1,1':4',1''-terphenyl]-2-yl)pyrimidine C1(=C(C=CC=C1)C1=NC(=NC(=C1)C1=C(C=CC(=C1)B1OC(C(O1)(C)C)(C)C)C1=CC=C(C=C1)C1=CC=CC=C1)C1=CC=CC=C1)C1=CC=CC=C1